CN1C(C2(CCN(CC2)C2(CCC2)CC#N)C2=C3C(=NC=C21)NC(=C3C=3C=C2C=NN(C2=CC3)C)C=3C=NN(C3)C)=O 2-(1-(6-methyl-1-(1-methyl-1H-indazol-5-yl)-2-(1-methyl-1H-pyrazol-4-yl)-7-oxo-6,7-dihydro-3H-spiro[dipyrrolo[2,3-b:3',2'-d]pyridine-8,4'-piperidin]-1'-yl)cyclobutyl)acetonitrile